C(C1=CC=CC=C1)(=O)[O-].C(C1=CC=CC=C1)(=O)[O-].C(C1=CC=CC=C1)(=O)[O-].C(C1=CC=CC=C1)(=O)[O-].C12=CC=C(N1)C=C1C=CC(=N1)C=C1C=CC(N1)=CC=1C=CC(N1)=C2.[Mn+4] manganese porphyrin tetrabenzoate